NCCCNC1=NC2=CC=CC=C2C2=C1SC=1C=CC(=CC1C2=O)C 6-(3-aminopropylamino)-10-methyl-12H-thiochromeno[2,3-c]quinolin-12-one